(13S)-4,13-dimethyl-7,10-dioxa-5,14,19,20,23-pentaazatetracyclo[13.5.2.12,6.018,21]tricosa-1(20),2(23),3,5,15(22),16,18(21)-heptaene CC1=CC=2C3=NNC=4C=CC(N[C@H](CCOCCOC(=N1)N2)C)=CC34